OCCNC(=O)C=1N=NNC1 N-(2-hydroxyethyl)-1H-1,2,3-triazole-4-carboxamide